N-((7-chloro-8-fluoroimidazo[1,5-a]pyridin-1-yl)methyl)-1H-pyrazole-4-carboxamide ClC1=C(C=2N(C=C1)C=NC2CNC(=O)C=2C=NNC2)F